5-(3-cyclopropyl-1,2,4-oxadiazol-5-yl)-2-methylaniline C1(CC1)C1=NOC(=N1)C=1C=CC(=C(N)C1)C